C(C)(C)(C)OC(=O)N1[C@@H]2[C@@H]([C@@H](C[C@H]1CC2)N(C)CC2=CC=CC=C2)F |r| rac-(1S,2R,3R,5R)-3-(benzyl-(methyl)amino)-2-fluoro-8-azabicyclo[3.2.1]octane-8-carboxylic acid tert-butyl ester